6,7-dichloro-3-(2-methoxyethyl)-1,3,4,9-tetrahydro-[1,2,6]thiadiazino[4,3-g]indazole 2,2-dioxide ClC=1C=2C(=NNC2C2=C(C1)CN(S(N2)(=O)=O)CCOC)Cl